N-methyl-N-hexadecyl-anilinium [tetrakis(perfluorophenyl) borate] FC1=C(C(=C(C(=C1F)F)F)F)[B-](C1=C(C(=C(C(=C1F)F)F)F)F)(C1=C(C(=C(C(=C1F)F)F)F)F)C1=C(C(=C(C(=C1F)F)F)F)F.C[NH+](C1=CC=CC=C1)CCCCCCCCCCCCCCCC